N-(5-Cyclopropylisoquinolin-1-yl)-2,4-difluorobenzamide C1(CC1)C1=C2C=CN=C(C2=CC=C1)NC(C1=C(C=C(C=C1)F)F)=O